Ethyl (S)-2-(5-(N-(14-azido-3,6,9,12-tetraoxatetradecyl)-1-(isoquinolin-4-yl)piperidine-3-carboxamido)-2-oxopyridin-1(2H)-yl)acetate N(=[N+]=[N-])CCOCCOCCOCCOCCN(C(=O)[C@@H]1CN(CCC1)C1=CN=CC2=CC=CC=C12)C=1C=CC(N(C1)CC(=O)OCC)=O